1-(2-amino-5-bromophenyl)ethan-1-one NC1=C(C=C(C=C1)Br)C(C)=O